(S)-2-methyl-3-hydroxypropionic acid methyl ester COC([C@H](CO)C)=O